Methyl 5-[3-(2,2-dimethyl-propoxy)phenyl]-1-(1-methyl-1H-1,2,3-benzotriazol-7-yl)-1H-pyrazole-3-carboxylate CC(COC=1C=C(C=CC1)C1=CC(=NN1C1=CC=CC2=C1N(N=N2)C)C(=O)OC)(C)C